CC[C@H](COCC1=CC=CC=C1)N (R)-(-)-2-amino-1-benzyloxybutane